6-[2-(trifluoromethyl)benzamido]pyridine-3-carboxylic acid FC(C1=C(C(=O)NC2=CC=C(C=N2)C(=O)O)C=CC=C1)(F)F